N-((3R,4S)-4-((6-(2,6-dichloro-3,5-dimethoxyphenyl)-8-(3-methoxy-piperidin-1-yl)pyrido[3,4-d]pyrimidin-2-yl)amino)tetrahydrofuran-3-yl)acryl-amide ClC1=C(C(=C(C=C1OC)OC)Cl)C1=CC2=C(N=C(N=C2)N[C@H]2[C@H](COC2)NC(C=C)=O)C(=N1)N1CC(CCC1)OC